5-methyl-1H-indol-4-ol CC1=C(C=2C=CNC2C=C1)O